F[C@@H]1C[C@H](N([C@H]1C)C)CO ((2S,4R,5S)-4-fluoro-1,5-dimethylpyrrolidine-2-yl)methanol